C(C)(C)(C)OOC(C(=O)NC1=CC(=C(C=C1)C#N)C(F)(F)F)(CSC1=CC=C(C=C1)F)C 2-tert-butylperoxy-2-methyl-N-[4-cyano-3-(trifluoromethyl)phenyl]-3-[(4-fluorophenyl)sulfanyl]propionamide